C(C)OP(=O)(OCC)CC=1C=C2C=C(NC2=CC1)C(=O)OC1=CC=C(C=C1)[N+](=O)[O-] 4-nitrophenyl 5-[(diethoxyphosphoryl) methyl]-1H-indole-2-carboxylate